10-Hydroxy-tetracosa-12,15-dienoic acid OC(CCCCCCCCC(=O)O)CC=CCC=CCCCCCCCC